aluminum-lanthanum phosphate P(=O)([O-])([O-])[O-].[La+3].[Al+3].P(=O)([O-])([O-])[O-]